tert-butyl rel-(4aS,7aS)-3,4,4a,5,7,7a-hexahydro-2H-pyrrolo[3,4-b][1,4]oxazine-6-carboxylate O1[C@@H]2[C@@H](NCC1)CN(C2)C(=O)OC(C)(C)C |o1:1,2|